N-((R)-3-acryloyl-2-methyl-1-oxa-3,8-diazaspiro[4.5]decane-8-carbonyl)-N-methyl-L-valine methyl ester COC([C@@H](N(C)C(=O)N1CCC2(CN([C@H](O2)C)C(C=C)=O)CC1)C(C)C)=O